C1(=CC=CC=C1)S(=O)(=O)N1C=CC=2C1=NC=CC2C2=CC=C(C=C2)NC(=O)C(CC(F)(F)F)NC(OC(C)(C)C)=O tert-Butyl N-[1-[[4-[1-(benzenesulfonyl)pyrrolo[2,3-b]pyridin-4-yl]phenyl]carbamoyl]-3,3,3-trifluoro-propyl]carbamate